2-(2-(cyclopropanesulfonylamino)pyrimidin-4-yl)-N-(4-(6-ethoxypyrazin-2-yl)phenyl)-4-methoxybutyramide C1(CC1)S(=O)(=O)NC1=NC=CC(=N1)C(C(=O)NC1=CC=C(C=C1)C1=NC(=CN=C1)OCC)CCOC